ClC(C1=NC(=NO1)C1=CC=C(C=C1)C(CNC1=CC=CC=C1)=O)(F)F 1-(4-(5-(Chlorodifluoromethyl)-1,2,4-oxadiazol-3-yl)phenyl)-2-(phenylamino)ethan-1-on